6-(5-chloro-2-(((1R,2R,3S,5S)-2-hydroxy-8-(methylsulfonyl)-8-azabicyclo[3.2.1]octan-3-yl)amino)pyrimidin-4-yl)-4-fluoro-1-isopropyl-2-methyl-1H-indole-3-carbonitrile ClC=1C(=NC(=NC1)N[C@@H]1[C@H]([C@H]2CC[C@@H](C1)N2S(=O)(=O)C)O)C2=CC(=C1C(=C(N(C1=C2)C(C)C)C)C#N)F